4-((2S,5R)-4-(1-(4-(cyclopropylmethoxy)phenyl)propyl)-2,5-diethylpiperazin-1-yl)-1-methyl-2-oxo-1,2-dihydropyrido[3,2-d]pyrimidine-6-carbonitrile C1(CC1)COC1=CC=C(C=C1)C(CC)N1C[C@@H](N(C[C@H]1CC)C=1C2=C(N(C(N1)=O)C)C=CC(=N2)C#N)CC